COC(=O)C=1C=C(C=2N(C1)N=C(C2C)C=2N(C1=CC=CC=C1C2)CC2CC2)OC Methyl-2-(1-(cyclopropylmethyl)-1H-indol-2-yl)-4-methoxy-3-methylpyrazolo[1,5-a]pyridine-6-carboxylate